COC(C1=C(C(=CC=C1)C)F)=O methyl-2-fluorobenzoic acid methyl ester